N1(CCOCC1)C(=O)OC1CN(CC1(F)F)C=1C2=C(N=CN1)OC(=C2)C=2C(=NC(=NC2)OC)OC [1-[6-(2,4-dimethoxypyrimidin-5-yl) furo[2,3-d]pyrimidin-4-yl]-4,4-difluoro-pyrrolidin-3-yl] morpholine-4-carboxylate